(1S,3S)-3-((6-(5-chloro-Methyl 3-((((cyclobutylmethoxy)carbonyl)amino)methyl)thiophen-2-yl)-2-methylpyridin-3-yl)oxy)cyclohexane-1-carboxylate ClC1=C(C(=C(S1)C1=CC=C(C(=N1)C)O[C@@H]1C[C@H](CCC1)C(=O)[O-])CNC(=O)OCC1CCC1)C